5-[4-[2-[(2S,6R)-4-[4-(5-amino-1H-indazol-3-yl)-2-pyridyl]-2,6-dimethyl-piperazin-1-yl]ethyl]piperazin-1-yl]-2-(2,6-dioxo-3-piperidyl)isoindoline-1,3-dione NC=1C=C2C(=NNC2=CC1)C1=CC(=NC=C1)N1C[C@@H](N([C@@H](C1)C)CCN1CCN(CC1)C=1C=C2C(N(C(C2=CC1)=O)C1C(NC(CC1)=O)=O)=O)C